ethyl 2,4-dichloro-5-fluorobenzoylacetate ClC1=C(C(=O)CC(=O)OCC)C=C(C(=C1)Cl)F